NC1=C(C(=O)NC23CCC(CC2)(CC3)O)C=C(C=N1)C=1C=C3C=CC2(CCN(CC2)C2CCOCC2)C3=CC1 2-amino-N-(4-hydroxy-bicyclo[2.2.2]oct-1-yl)-5-(1'-(tetrahydro-2H-pyran-4-yl)spiro[inden-1,4'-piperidin]-5-yl)nicotinamide